(S)-quinuclidin-3-yl (6-(3-(trifluoromethyl)phenyl)-1,2,3,4-tetrahydronaphthalen-1-yl)carbamate FC(C=1C=C(C=CC1)C=1C=C2CCCC(C2=CC1)NC(O[C@@H]1CN2CCC1CC2)=O)(F)F